FC1(CC1)C1=NC2=CC=C(C=C2C(=N1)N1CCN(CC1)C1=C(C=C(C=C1)I)OC)N(CCO)C 2-({2-(1-Fluoro-cyclopropyl)-4-[4-(4-iodo-2-methoxy-phenyl)-piperazin-1-yl]-quinazolin-6-yl}-methyl-amino)-ethanol